4-[[3-fluoro-2-methoxy-propyl]-[4-(5,6,7,8-tetrahydro-1,8-naphthyridin-2-yl)butyl]amino]-2-[[1-[5-(trifluoromethyl)pyrazol-1-yl]cyclopropanecarbonyl]amino]butanoic acid FCC(CN(CCC(C(=O)O)NC(=O)C1(CC1)N1N=CC=C1C(F)(F)F)CCCCC1=NC=2NCCCC2C=C1)OC